C(C1=CC=CC=C1)(=O)C(=C(C(C(=O)O)N1C2OC(=NC2C1=O)C1=CC=C(C=C1)C)C)C(C1=CC=CC=C1)=O dibenzoyl-3-methyl-2-(7-oxo-3-p-tolyl-4-oxa-2,6-diazabicyclo[3.2.0]-hept-2-en-6-yl)-3-butenoic acid